hexafluorobenzotriazol-1-yl-oxy-tripyrrolidinylphosphine FC1C(C(C(N1P(N1CCCC1)N1CCCC1)(ON1N=NC2=C1C=CC=C2)F)(F)F)(F)F